2,3,4,5,6-pentafluorobenzenedecaneamine FC1=C(C(=C(C(=C1F)F)F)F)CCCCCCCCCCN